OCCC=1C(=NN(C1NC(CCC1=CC(=C(C(=C1)F)F)F)=O)C(=O)OC(C)(C)C)C1=CN=NC=C1 tert-butyl 4-(2-hydroxyethyl)-3-(pyridazin-4-yl)-5-(3-(3,4,5-trifluorophenyl) propanamido)-1H-pyrazole-1-carboxylate